6-(3-(3,5-bis(trifluoromethyl)phenyl)-1H-1,2,4-triazol-1-yl)-1,3-dimethylpyrimidine-2,4(1H,3H)-dione FC(C=1C=C(C=C(C1)C(F)(F)F)C1=NN(C=N1)C1=CC(N(C(N1C)=O)C)=O)(F)F